5-Bromo-3-(3,3-difluorocyclobutoxy)-2-nitropyridine BrC=1C=C(C(=NC1)[N+](=O)[O-])OC1CC(C1)(F)F